OC12N(C(C3=CC=C(C=C13)NC1=NC=C(C(=N1)N[C@H](CO)C1=CC=CC=C1)C1=NC(=NO1)C13CCN(CC1)CC3)=O)CCOC2 10b-hydroxy-9-((4-(((S)-2-hydroxy-1-phenylethyl)amino)-5-(3-(quinuclidin-4-yl)-1,2,4-oxadiazol-5-yl)pyrimidin-2-yl)amino)-1,3,4,10b-tetrahydro-6H-[1,4]oxazino[3,4-a]isoindol-6-one